P(=O)(OC)(OC1=C(C=CC=C1)Cl)OC[C@](COCCCCCCCCCCCCCCCCCC)(C)OCC1=CC(=CC(=C1)F)C#N methyl (2-chlorophenyl) ((R)-2-((3-cyano-5-fluorobenzyl)oxy)-2-methyl-3-(octadecyloxy)propyl) phosphate